C(C)(C)(C)OC(NC1=CC(=NC(=C1)NC1=C(C=CC=C1)F)C(NC1=CC2=C(OCCO2)C=C1)=O)=O (2-((2,3-Dihydrobenzo[b][1,4]dioxin-6-yl)carbamoyl)-6-((2-fluorophenyl)amino)-pyridin-4-yl)carbamic acid tert-butyl ester